(1r,5s,6r)-6-(hydroxymethyl)-3-azabicyclo-[3.1.0]Hexane-3-carboxylic acid tert-butyl ester C(C)(C)(C)OC(=O)N1C[C@H]2C([C@H]2C1)CO